(1,5-cyclooctadiene) ruthenium (II) chloride [Ru](Cl)Cl.C1=CCCC=CCC1